The molecule is an alkylglucosinolate resulting from the removal of the proton of the hydrogen sulfate group of any omega-[(methylsulfinyl)alkyl]glucosinolic acid. It is a conjugate base of an omega-[(methylsulfinyl)alkyl]glucosinolic acid. CS(=O)CCC/C(=N/OS(=O)(=O)[O-])/S[C@H]1[C@@H]([C@H]([C@@H]([C@H](O1)CO)O)O)O